C[C@@H](C=O)CC1=CC=C(C=C1)C(C)(C)C |r| (+/-)-2-methyl-3-[4-(2-methyl-2-propanyl)phenyl]propanal